pinen oxide C123C(CCC(C1(C)C)C2)(C)O3